FC(CCS(=O)(=O)N)(F)F 3,3,3-trifluoro-propane-1-sulfonamide